FC=1C(=CC(=C(C(=O)OC)C1)O)C=1SC=C(N1)C1=C(N=C(S1)CO)C methyl 5-fluoro-2-hydroxy-4-[4-[2-(hydroxymethyl)-4-methyl-thiazol-5-yl]thiazol-2-yl]benzoate